CC([C@@H](C(=O)N1[C@@H](C[C@H](C1)O)C(=O)NC)N1N=NC(=C1)C1=CC(=CC=C1)SC)(C)C (2S,4r)-1-[(2S)-3,3-dimethyl-2-[4-(3-methylsulfanylphenyl)triazol-1-yl]butyryl]-4-hydroxy-N-methyl-pyrrolidine-2-carboxamide